O1CCC(=CC1)C=1C=CC(=C(C1)CO)N1C[C@H](CC1)OC1=NC=C(C=C1)C(F)(F)F (S)-(5-(3,6-dihydro-2H-pyran-4-yl)-2-(3-(5-(trifluoromethyl)pyridin-2-yloxy)pyrrolidin-1-yl)phenyl)methanol